C1(CCCC1)C1=C(C=C(C=C1OC)\C=C\C1=C(C=CC=C1)F)OC (E)-2-cyclopentyl-5-(2-fluorostyryl)-1,3-dimethoxybenzene